C(C=C)C([Si](OCC)(OCC)OCC)OC(CC=C)[Si](OCC)(OCC)OCC allyltriethoxysilylmethylether